ClC1=C(C=CC=C1)C1=C(C=CC(=C1)OC1OC([C@@H]([C@H]([C@H]1O)O)OC)(C)C)CCNC(C)=O N-(2-(2'-chloro-5-(((3R,4S,5R)-3,4-dihydroxy-5-methoxy-6,6-dimethyltetrahydro-2H-pyran-2-yl)oxy)-[1,1'-biphenyl]-2-yl)ethyl)acetamide